C(#N)C1CCNCC1 4-Cyanopiperidine